2-(2-isopropyl-5-methylcyclohexyl)-2-(3,3,3-triphenylpropyl)-1,3-dimethoxypropane C(C)(C)C1C(CC(CC1)C)C(COC)(COC)CCC(C1=CC=CC=C1)(C1=CC=CC=C1)C1=CC=CC=C1